dodecyl sulfate potassium salt [K+].S(=O)(=O)(OCCCCCCCCCCCC)[O-]